phenyl-isopentyl-malonic acid dibutyl ester C(CCC)OC(C(C(=O)OCCCC)(CCC(C)C)C1=CC=CC=C1)=O